(R)-1'-(6-amino-5-((2-amino-3-chloropyridin-4-yl)thio)pyrazin-2-yl)-6,7-dihydrospiro[cyclopenta[b]pyridine-5,4'-piperidin]-6-amine NC1=C(N=CC(=N1)N1CCC2(CC1)[C@@H](CC1=NC=CC=C12)N)SC1=C(C(=NC=C1)N)Cl